(S)-2-(1-Cyclopropyl-3-methyl-4-oxo-1,4-dihydro-5H-pyrazolo[3,4-d]pyridazin-5-yl)-N-(1-(3,5-difluorophenyl)ethyl)acetamid C1(CC1)N1N=C(C2=C1C=NN(C2=O)CC(=O)N[C@@H](C)C2=CC(=CC(=C2)F)F)C